2-(4-nitrophenyl)-5-oxopiperazine-1-carboxylic acid tert-butyl ester C(C)(C)(C)OC(=O)N1C(CNC(C1)=O)C1=CC=C(C=C1)[N+](=O)[O-]